Acrylic acid 2,2,2-trifluoroethyl ester FC(COC(C=C)=O)(F)F